O=C1NC(CCC1C=1OC2=C(N1)C=CC(=C2)C(=O)N2CC1=C(C=C(C=C1C2)C#N)F)=O 2-(2-(2,6-dioxopiperidin-3-yl)benzo[d]oxazole-6-carbonyl)-7-fluoroisoindoline-5-carbonitrile